C(CCCCCCCCCCC\C=C/CCCCCCCC)(=O)[O-].[Pb+2].C(CCCCCCCCCCC\C=C/CCCCCCCC)(=O)[O-] lead erucate